1,3,4-Thiadiazolidine S1CNNC1